ethyl-2,4-dihydrochromeno[4,3-c]pyrazol-6-amine C(C)N1N=C2C(=C1)COC1=C(C=CC=C12)N